(2R,5S)-3-(4-aminophenethyl)-2-(1-(4-bromophenyl)-3-(furan-3-yl)-1H-pyrazol-4-yl)-5-methyloxazolidin-4-one NC1=CC=C(CCN2[C@H](O[C@H](C2=O)C)C=2C(=NN(C2)C2=CC=C(C=C2)Br)C2=COC=C2)C=C1